ClC=1N=CC2=C(N1)CCNC2 2-chloro-5,6,7,8-tetrahydropyrido[4,3-d]pyrimidine